8-Bromo-11-phenyl-5H-indolo[3,2-c]chinolin-6-on BrC=1C=C2C(=CC1)N(C1=C2C(NC2=CC=CC=C12)=O)C1=CC=CC=C1